BrC1=CC(=NC=C1)CO (4-bromopyridine-2-yl)methanol